4-(3-bromo-1-(2,4-difluorophenyl)-1H-pyrrolo[2,3-b]pyridin-5-yl)-3,5-dimethylisoxazole BrC1=CN(C2=NC=C(C=C21)C=2C(=NOC2C)C)C2=C(C=C(C=C2)F)F